C(C(O)C(O)C(=O)O)(=O)O.C(C(O)C(O)C(=O)O)(=O)O.[B] boron ditartaric acid